1-[(3S,4S)-3-fluoro-4-piperidinyl]-3-(4-phenoxyphenyl)pyrazolo[3,4-d]pyrimidin-4-amine F[C@H]1CNCC[C@@H]1N1N=C(C=2C1=NC=NC2N)C2=CC=C(C=C2)OC2=CC=CC=C2